4-Bromo-1-(2-fluoroethyl)-5-(trifluoromethyl)-1H-pyrazol-3-amine BrC=1C(=NN(C1C(F)(F)F)CCF)N